N=1N(N=C2C1C=CC=C2)C=2C(=C(CN(C1=CC=C(C=C3C(NC(NC3=O)=O)=O)C=C1)CC)C=C(C2)C(C)(CC(C)(C)C)C)O 5-(4-((3-(2H-benzo[d][1,2,3]triazol-2-yl)-2-hydroxy-5-(2,4,4-trimethylpentan-2-yl)benzyl)(ethyl)amino)benzylidene)pyrimidine-2,4,6(1H,3H,5H)-trione